CN(C=O)C.[Cu+2].[Cu+2].[Cu+2] tri-copper(ii) dimethylformamide